3-(5-((3-fluorophenyl)ethynyl)pyridin-2-yl)-5-(1-(pyrrolidin-1-yl)ethyl)-1,2,4-oxadiazole FC=1C=C(C=CC1)C#CC=1C=CC(=NC1)C1=NOC(=N1)C(C)N1CCCC1